C(CCC)N1N=C(C(=C1C(C)C)O)CCC 1-n-Butyl-4-hydroxy-3-n-propyl-5-isopropyl-pyrazol